(±)-9,10-dimethoxy-1,3,4,6,7,11b-hexahydro-2H-pyrido[2,1-a]isoquinolin-2-one COC=1C=C2CCN3[C@@H](C2=CC1OC)CC(CC3)=O |r|